C(#N)C1=C(C=CC=C1)C(C(C)C=1N(C(C(=C(N1)C(=O)OCC)OC)=O)C)C=1C=NN(C1)C(F)(F)F ethyl 2-(1-(2-cyanophenyl)-1-(1-(trifluoromethyl)-1H-pyrazol-4-yl)propan-2-yl)-5-methoxy-1-methyl-6-oxo-1,6-dihydropyrimidine-4-carboxylate